ONC(=O)C=1C=2CN(C(C2C=CC1)=O)C=1OC2=C(N1)C=C(C=C2)C(F)(F)F N-hydroxy-1-oxo-2-(5-(trifluoromethyl)benzo[d]oxazol-2-yl)isoindoline-4-carboxamide